ClC1=C(C(=CC=C1)Cl)C1=CC2=C(N=C(N=C2)NC=2C=C(C(=NC2)OCCN2CCS(CC2)(=O)=O)CNC(OC2=CC=CC=C2)=O)N(C1=O)C phenyl N-[[5-[[6-(2,6-dichlorophenyl)-8-methyl-7-oxo-pyrido[2,3-d]pyrimidin-2-yl]amino]-2-[2-(1,1-dioxo-1,4-thiazinan-4-yl)ethoxy]-3-pyridyl]methyl]carbamate